5-(ethoxymethyl)-2-phenyl-N-((tetrahydro-2H-pyran-4-yl)Methyl)-1H-indol-7-amine C(C)OCC=1C=C2C=C(NC2=C(C1)NCC1CCOCC1)C1=CC=CC=C1